3-(4-Amino-1-oxo-1,3-dihydro-2H-isoindol-2-yl)-2,6-piperidinedione NC1=C2CN(C(C2=CC=C1)=O)C1C(NC(CC1)=O)=O